Ethyl 3-(3-(4-(2-bromoacetyl)-1,1-dioxidotetrahydro-2H-thiopyran-4-yl)phenyl)propanoate BrCC(=O)C1(CCS(CC1)(=O)=O)C=1C=C(C=CC1)CCC(=O)OCC